C(=O)C1=C(C(=O)OCC)C(=CC(=C1)SC)N1N=CC=C1 Ethyl 2-formyl-4-(methylthio)-6-(1H-pyrazol-1-yl)benzoate